4-(4-oxo-1-(1-oxo-1,3-dihydroisobenzofuran-5-yl)-2-thioxo-1,3-diazaspiro[4.5]decan-3-yl)-2-(trifluoromethyl)benzonitrile O=C1N(C(N(C12CCCCC2)C=2C=C1COC(C1=CC2)=O)=S)C2=CC(=C(C#N)C=C2)C(F)(F)F